tert-butyl 2-(2,4-dinitrobenzenesulfonamido)benzoate [N+](=O)([O-])C1=C(C=CC(=C1)[N+](=O)[O-])S(=O)(=O)NC1=C(C(=O)OC(C)(C)C)C=CC=C1